tert-Butyl {(3S)-1-[5-({[5-[(tert-butoxycarbonyl)amino]-2-(2,6-difluorophenyl)-1,3-thiazol-4-yl]carbonyl}amino)thieno[2,3-b]pyridin-4-yl]piperidin-3-yl}carbamate C(C)(C)(C)OC(=O)NC1=C(N=C(S1)C1=C(C=CC=C1F)F)C(=O)NC=1C(=C2C(=NC1)SC=C2)N2C[C@H](CCC2)NC(OC(C)(C)C)=O